6-[4-[acetyl(cyclopropylmethyl)amino]-3-chloro-phenyl]-N-(3-pyridylmethyl)pyridine-3-carboxamide C(C)(=O)N(C1=C(C=C(C=C1)C1=CC=C(C=N1)C(=O)NCC=1C=NC=CC1)Cl)CC1CC1